benzyl (2S,3R)-3-[2-(2-amino-1,3-thiazol-5-yl)ethyl]4-oxoazetidine-2-carboxylate NC=1SC(=CN1)CC[C@@H]1[C@H](NC1=O)C(=O)OCC1=CC=CC=C1